ClC=1C=C2C(=NC(N(C2=CC1C1=CC(=CC2=CC=CC=C12)O)C1=C(C=CC=C1)C(C)C)=O)N1CCN(CC1)C(C=C)=O 6-chloro-7-(3-hydroxy-1-naphthalenyl)-1-(2-(2-propanyl)phenyl)-4-(4-(2-propen-oyl)-1-piperazin-yl)-2(1H)-quinazolinone